N-(4-(5-amino-6-((1-(1-methylpiperidin-4-yl)-1H-pyrazol-4-yl)oxy)pyrazin-2-yl)-2,6-dimethylbenzyl)benzamide NC=1N=CC(=NC1OC=1C=NN(C1)C1CCN(CC1)C)C1=CC(=C(CNC(C2=CC=CC=C2)=O)C(=C1)C)C